C(C)(C)(C)OC(N[C@@H]1[C@@H](CCCC1)N)=O (1S,2R)-2-aminocyclohexylcarbamic acid tert-butyl ester